8'-Bromo-6'-chloro-7'-methoxy-3',4'-dihydro-2'H-spiro[1,3-dithiolane-2,1'-naphthalene] Boron trifluoride B(F)(F)F.BrC=1C(=C(C=C2CCCC3(C12)SCCS3)Cl)OC